5-bromo-4,7-dichloro-8-fluoro-2-(((2R,7aS)-2-fluorotetrahydro-1H-pyrrolizin-7a(5H)-yl)methoxy)pyrido[4,3-d]pyrimidine BrC1=NC(=C(C=2N=C(N=C(C21)Cl)OC[C@]21CCCN1C[C@@H](C2)F)F)Cl